COC1=C(OC2CC3(CN(C3)C(=O)N3C[C@@H]4[C@@H](OCC(N4)=O)CC3)C2)C=C(C=C1)C(F)(F)F (4aR,8aS)-6-(6-(2-Methoxy-5-(trifluoromethyl)phenoxy)-2-azaspiro[3.3]heptane-2-carbonyl)hexahydro-2H-pyrido[4,3-b][1,4]oxazin-3(4H)-one